FC(CN1C(C=2C3=C(N(N=C3CC1)C1=NNC=C1)N=C(C2)N2[C@@H](COCC2)C)C)F (3R)-4-(7-(2,2-difluoroethyl)-6-methyl-2-(1H-pyrazol-3-yl)-6,7,8,9-tetrahydro-2H-1,2,3,7-tetraazabenzo[cd]azulene-4-yl)-3-methylmorpholine